4-(2-Chloropyridin-3-yl)-N-(2-(4-((4-(5-fluoro-2-(3-methylbutanoyl)-1H-indol-3-yl)-1H-1,2,3-triazol-1-yl)methyl)piperidin-1-yl)ethyl)benzenesulfonamide ClC1=NC=CC=C1C1=CC=C(C=C1)S(=O)(=O)NCCN1CCC(CC1)CN1N=NC(=C1)C1=C(NC2=CC=C(C=C12)F)C(CC(C)C)=O